C(C)(C)(C)OC(=O)N1C[C@@H](N(CC1)C=1C2=C(N=CN1)N(C=C2C2CC2)C2=NC=CC(=C2)Cl)C (S)-4-(7-(4-Chloropyridin-2-yl)-5-cyclopropyl-7H-pyrrolo[2,3-d]pyrimidin-4-yl)-3-methylpiperazine-1-carboxylic acid tert-butyl ester